2-(2-(methylthio)acetyl)malonic acid disodium salt [Na+].[Na+].CSCC(=O)C(C(=O)[O-])C(=O)[O-]